OC1=C(C=O)C=CC(=C1)OC 2-hydroxy-4-methoxy-benzaldehyde